ClC1=C(C=CC=C1)C1CN(CCN1C(C1=C(C=C(C=C1)NC(=O)C1CC1)N1CCC2(COC2)C1)=O)C(=O)OC(C)(C)C tert-butyl 3-(2-chlorophenyl)-4-[4-(cyclopropanecarbonylamino)-2-(2-oxa-7-azaspiro[3.4]octan-7-yl)benzoyl]piperazine-1-carboxylate